OC1=C(C=CC(=C1)C(F)(F)F)C=1N=NC(=C2C1C=NC=C2)CC2CN(CCC2)C(=O)OC(C)(C)C tert-Butyl 3-[[4-[2-hydroxy-4-(trifluoromethyl)phenyl]pyrido[3,4-d]pyridazin-1-yl]methyl]piperidine-1-carboxylate